(R)-2-chloro-N-(2-hydroxy-1-(2-isopropylphenyl)ethyl)acetamide ClCC(=O)N[C@@H](CO)C1=C(C=CC=C1)C(C)C